COC1=C(N)C=C(C=C1)B1OC(C(O1)(C)C)(C)C 2-methoxy-5-(tetramethyl-1,3,2-dioxaborolan-2-yl)aniline